CC(C)N1N=CC=2C=NC(=CC21)NC2=NC(=CC(=N2)N2CCN(CC2)C(=O)NCC2OCCC2)N2CCCC2 4-[2-{[1-(propan-2-yl)-1H-pyrazolo[4,3-c]pyridin-6-yl]amino}-6-(pyrrolidin-1-yl)pyrimidin-4-yl]-N-(tetrahydrofuran-2-ylmethyl)piperazine-1-carboxamide